4-(tert-butyldimethylsiloxy)cyclohexanone O([Si](C)(C)C(C)(C)C)C1CCC(CC1)=O